FC(C1=CC=C(C=C1)C(C(=O)O)CO)F 2-(4-(difluoromethyl)phenyl)-3-hydroxy-propionic acid